6-methylnaphthalen-2-ol CC=1C=C2C=CC(=CC2=CC1)O